C(=C\CC)/C1=CC(=CC(=C1)OC)OC (E)-1-(But-1-en-1-yl)-3,5-dimethoxybenzene